[C@]12(CNCC[C@H]2C1)COC1=NC=CC2=CC(=C(C=C12)OC(C)C)C(=O)N 1-[(1S,6R)-3-azabicyclo[4.1.0]hept-1-ylmethoxy]-7-(prop-2-yloxy)isoquinoline-6-carboxamide